FC1=CC(=C(C=C1)C=1C=CC=2N(C1)C(=CN2)CN(C(OC(C)(C)C)=O)C)OCCC=2C(=NN(C2C)C)C(N(C)OC)=O tert-butyl N-({6-[4-fluoro-2-(2-{3-[methoxy (methyl) carbamoyl]-1,5-dimethyl-1H-pyrazol-4-yl} ethoxy) phenyl] imidazo[1,2-a]pyridin-3-yl} methyl)-N-methylcarbamate